C(C)(=O)N1[C@](CCC1)(C)/C=C/S(=O)(NC(NC1=C2CCCC2=CC=2CCCC12)=O)=NC#N (E)-2-((S)-1-acetyl-2-methylpyrrolidin-2-yl)-N'-cyano-N-((1,2,3,5,6,7-hexahydro-s-indacen-4-yl)carbamoyl)ethene-1-sulfonimidamide